CC(C(CCC)=O)=O 2,3-hexanedione